C(C)(C)(C)OC(=O)N(CCN1C(C(=CC2=C1N=C(N=C2)SC)N2CCN(C1=C(C=CC=C21)C)C(=O)OCC2=CC=CC=C2)=O)C benzyl 4-[8-[2-[tert-butoxycarbonyl(methyl)amino]ethyl]-2-methylsulfanyl-7-oxo-pyrido[2,3-d]pyrimidin-6-yl]-8-methyl-2,3-dihydroquinoxaline-1-carboxylate